(4R)-1-(3-bromophenyl)-4-hydroxy-pyrrolidin-2-one BrC=1C=C(C=CC1)N1C(C[C@H](C1)O)=O